CN1C2=C(OC[C@@H](C1=O)NC(=O)C1=NC=CC(=C1)OC=1C=NC=CC1)C=CC(=C2)C#CC2CCOCC2 (S)-N-(5-methyl-4-oxo-7-((tetrahydro-2H-pyran-4-yl)ethynyl)-2,3,4,5-tetrahydrobenzo[b][1,4]oxazepin-3-yl)-4-(pyridin-3-yloxy)pyridineamide